1-carboxyl-1H-pyrazole-3-formic acid C(=O)(O)N1N=C(C=C1)C(=O)O